ClC1=CC(=C(C=N1)C(=O)NC=1SC2=C(C=NC(=C2)C(C)C)N1)C1=CC(=NC=C1OC)C(F)F 6-chloro-2'-(difluoromethyl)-N-(6-isopropylthiazolo[4,5-c]pyridin-2-yl)-5'-methoxy-[4,4'-bipyridine]-3-carboxamide